(R)-3-hydroxy-butyrylcarnitine OC(CC(=O)[C@](O)(C[N+](C)(C)C)CC([O-])=O)C